C(C(O)C(C(=O)[O-])CC(=O)[O-])(=O)[O-] Isocitrate